2,5-bis(2-ethylhexyl-oxy)thieno[3,2-b]thiophene C(C)C(COC1=CC2=C(S1)C=C(S2)OCC(CCCC)CC)CCCC